NC1=NC(=C2N=CN(C2=N1)[C@H]1[C@@](C(CO1)(O)O)(C)F)N(C1CC1)C (2r,3r,4r,5r)-5-(2-amino-6-(methylcyclopropylamino)-9H-purin-9-yl)-4-fluoro-3-hydroxy-4-methyltetrahydrofuran-3-ol